N-(3-(4-(6-aminopyridin-3-yl)-1H-1,2,3-triazol-1-yl)-3-(5-(5-(difluoromethyl)-1,3,4-oxadiazol-2-yl)pyridin-2-yl)propyl)-2,2-difluoroacetamide NC1=CC=C(C=N1)C=1N=NN(C1)C(CCNC(C(F)F)=O)C1=NC=C(C=C1)C=1OC(=NN1)C(F)F